tert-butyl (1,4-diazacycloheptan-1-yl)carboxylate N1(CCNCCC1)C(=O)OC(C)(C)C